S1C(=NC2=C1C=CC=C2)NC(=O)C=2C=CC=C1CCN(CC21)C=2SC(=C(N2)C(=O)OC)CCCOC2=CC=C(C=C2)C#CCN2CCN(CC2)C(=O)OC(C)(C)C methyl 2-(8-(benzo[d]thiazol-2-ylcarbamoyl)-3,4-dihydroisoquinolin-2(1H)-yl)-5-(3-(4-(3-(4-(tert-butoxycarbonyl)piperazin-1-yl)prop-1-yn-1-yl)phenoxy)propyl)thiazole-4-carboxylate